C(CCCCCCCCCCC)C(CCCO)(CCCCCCCCCCCC)O 4-Dodecylhexadecane-1,4-Diol